CC(CC(CC(C)(C)C)(C)C)(C)OCCC 1,1,3,3,5,5-hexamethylhexyl-n-propyl ether